bis(dimethoxyphenyl)methylsulfonium COC=1C(=C(C=CC1)C(C1=C(C(=CC=C1)OC)OC)[SH2+])OC